C(C)OC(C(=O)NNC(CNC(=O)OC(C)(C)C)=O)=O 2-(2-((tert-Butoxycarbonyl)glycyl)hydrazino)-2-oxoacetic acid ethyl ester